ClC1=C(COC(CC)=O)C(=CC=C1)CNC(=O)C=1N=CN(C1)C1=NC(=NC=C1C)NC1CCOCC1 2-chloro-6-((1-(5-methyl-2-((tetrahydro-2H-pyran-4-yl)amino)-pyrimidin-4-yl)-1H-imidazole-4-carboxamido)-methyl)benzyl-propionate